OC(C)C1=C2C=C(C(=NC2=CC(=C1)C)C#N)C1=CC=C(C=C1)N1CCN(CC1)C1COC1 5-(1-hydroxyethyl)-7-methyl-3-(4-(4-(oxetan-3-yl)piperazin-1-yl)phenyl)quinoline-2-carbonitrile